isopropyl-sec-butylaminotrimethylsilane C(C)(C)C[Si](C)(C)NC(C)CC